1-(7-chloro-quinolin-3-ylmethyl)-3-methoxymethyl-1H-pyrazole-4-carboxylic acid methyl ester COC(=O)C=1C(=NN(C1)CC=1C=NC2=CC(=CC=C2C1)Cl)COC